Triazine Hydrate O.N1=NN=CC=C1